2-(6-(4,4-difluoropiperidin-1-yl)-4-methylpyridin-2-yl)-5-(4-iodo-2-(6-azaspiro[2.5]octan-6-yl)phenyl)-1,3,4-oxadiazole FC1(CCN(CC1)C1=CC(=CC(=N1)C=1OC(=NN1)C1=C(C=C(C=C1)I)N1CCC2(CC2)CC1)C)F